1-chloro-3-(5-(difluoromethyl)-1,3,4-thiadiazol-2-yl)-8-((3R,5S)-3-(methoxymethyl)-5-methylpiperazin-1-yl)-N-(3-methyloxetan-3-yl)imidazo[1,5-a]pyridine-6-sulfonamide ClC=1N=C(N2C1C(=CC(=C2)S(=O)(=O)NC2(COC2)C)N2C[C@@H](N[C@H](C2)C)COC)C=2SC(=NN2)C(F)F